COC1=CC=C(C=C1)C1C2C(N(C(CC2OC(CC(=O)OC2C1C(N(C(C2)(C)C)C)(C)C)=O)(C)C)C)(C)C malonic acid-[(4-methoxyphenyl)-methylene]-bis(1,2,2,6,6-pentamethyl-4-piperidyl) ester